Cl.FC1=CC(=C(CC2(CCNCC2)C#N)C=C1)C(F)(F)F 4-(4-fluoro-2-(trifluoromethyl)benzyl)piperidine-4-carbonitrile hydrochloride